2-(difluoromethoxy)-3-methylquinoline-6-carboxylic acid methyl ester COC(=O)C=1C=C2C=C(C(=NC2=CC1)OC(F)F)C